FC1=CN=C2N1C=C(C=C2)C2=CNC=1N=C(N=CC12)NC=1C=NC(=CC1)N1CCN(CC1)C 5-(3-fluoroimidazo[1,2-a]pyridin-6-yl)-N-(6-(4-methylpiperazin-1-yl)pyridin-3-yl)-7H-pyrrolo[2,3-d]pyrimidin-2-amine